tert-butyl (3S,4S)-3-hydroxyl-4-(methylamino)pyrrolidine-1-carboxylate O[C@H]1CN(C[C@@H]1NC)C(=O)OC(C)(C)C